alpha-methyl-p-isobutylphenylacetic acid CC(C(=O)O)C1=CC=C(C=C1)CC(C)C